tert-butyl 4-{2-ethyl-7-[(8-fluoroquinolin-6-yl)carbamoyl]indazol-4-yl}piperazine-1-carboxylate C(C)N1N=C2C(=CC=C(C2=C1)N1CCN(CC1)C(=O)OC(C)(C)C)C(NC=1C=C2C=CC=NC2=C(C1)F)=O